COC=1C=C(C=CC1CN1C(N(CCC1)C1=CC(=C(C=C1)OC)OCCCCC)=O)B(O)O (3-methoxy-4-((3-(4-methoxy-3-(pentyloxy)phenyl)-2-oxotetrahydropyrimidin-1(2H)-yl)methyl)phenyl)boronic acid